N-[1-[5-chloro-2-[3-fluoro-4-[(4-methylpiperazin-1-yl)methyl]-anilino]pyrimidin-4-yl]-3-methyl-indol-5-yl]prop-2-enamide ClC=1C(=NC(=NC1)NC1=CC(=C(C=C1)CN1CCN(CC1)C)F)N1C=C(C2=CC(=CC=C12)NC(C=C)=O)C